2-amino-1-(oxan-4-yl)ethan-1-one hydrogen chloride Cl.NCC(=O)C1CCOCC1